heneicosanyl pentadecanoate C(CCCCCCCCCCCCCC)(=O)OCCCCCCCCCCCCCCCCCCCCC